hexadecyl butylene phosphite P1(OCCCCCCCCCCCCCCCC)OCCCCO1